(R)-2-(4-(4-((1-(3-(difluoromethyl)-2-fluorophenyl)ethyl)amino)-2-methyl-8,9-dihydrofuro[2,3-H]quinazolin-6-yl)-5,6-dihydropyridin-1(2H)-yl)acetic acid tert-butyl ester C(C)(C)(C)OC(CN1CC=C(CC1)C=1C=C2C(=NC(=NC2=C2C1OCC2)C)N[C@H](C)C2=C(C(=CC=C2)C(F)F)F)=O